CC1(OB(OC1(C)C)C1=CN=C2N1C=CC=C2)C 3-(4,4,5,5-tetramethyl-1,3,2-dioxaborolan-2-yl)imidazo[1,2-a]Pyridine